1-Phenyl-3-(2,4,6-trimethylphenyl)-2-pyrazoline C1(=CC=CC=C1)N1N=C(CC1)C1=C(C=C(C=C1C)C)C